C12CNCC(N1CC1CCC3(CCN(CC3)C(=O)C=3C=CC(=C(C3)N3C(NC(CC3)=O)=O)Cl)CC1)C2 1-(5-(9-((3,6-diazabicyclo[3.1.1]hept-6-yl)methyl)-3-azaspiro[5.5]undecane-3-carbonyl)-2-chlorophenyl)dihydropyrimidine-2,4(1H,3H)-dione